C(C(=C)C)(=O)OC(C(=C)C)=O methacryloylmethacrylate